(2H)-phthalazin-1-one C1(NN=CC2=CC=CC=C12)=O